CC1(COC(OC1)C=1C(N=C2C=CC(=CC12)[NH-])=O)C N-(3-(5,5-dimethyl-1,3-dioxan-2-yl)-2-ketoindol-5-yl)amide